[Si](OCC)([O-])([O-])[O-].[Si](OCC)([O-])([O-])[O-].[Si](OCC)([O-])([O-])[O-].[Si](OCC)([O-])([O-])[O-] tetraethyl tetrasilicate